vanadium-chromium-tin-aluminum [Al].[Sn].[Cr].[V]